FC1=C(C=CC(=C1)F)C=1N2C(SC1)=NC(=C2)C(=O)N[C@@H]2C(N(C1=C(OC2)C=CC(=C1)C(=O)N)C)=O (S)-3-(3-(2,4-difluorophenyl)imidazo[2,1-b]thiazole-6-carboxamido)-5-methyl-4-oxo-2,3,4,5-Tetrahydrobenzo[b][1,4]oxazepine-7-formamide